C(C)(C)(C)OC(=O)N1C[C@H]2N(C3=C(OC2)C=C(C=C3)N(C)CC3=CC=CC=C3)CC1 (R)-8-(Benzyl(methyl)amino)-1,2,4a,5-tetrahydrobenzo[b]pyrazino[1,2-d][1,4]oxazine-3(4H)-carboxylic acid tert-butyl ester